ClC=1C=C2C(=CC1)NC(C21CCN(CC1)CCOC1=CC(=C(C=C1)C(=O)N1CC(C1)S(=O)(=O)C)F)=O 5-chloro-1'-{2-[3-fluoro-4-(3-methanesulfonylazetidine-1-carbonyl)phenoxy]ethyl}-1,2-dihydrospiro[indole-3,4'-piperidin]-2-one